cis-2-(4-(cyclopentylamino)phenyl)-N-(3,4-difluorophenyl)-1-(2-fluoro-6-methylbenzoyl)octahydro-1H-cyclopenta[b]pyridine-3-carboxamide C1(CCCC1)NC1=CC=C(C=C1)C1C(CC2C(N1C(C1=C(C=CC=C1C)F)=O)CCC2)C(=O)NC2=CC(=C(C=C2)F)F